2-[(dimethylamino)methyl]-N-[4-fluoro-5-(2-morpholin-4-ylpyrimidin-5-yl)-2-[rac-(3R)-3,4-dimethylpiperazin-1-yl]phenyl]-1,3-thiazole-4-carboxamide CN(C)CC=1SC=C(N1)C(=O)NC1=C(C=C(C(=C1)C=1C=NC(=NC1)N1CCOCC1)F)N1C[C@H](N(CC1)C)C |r|